N-ethylbis(ethoxycarbonylmethyl)amine C(C)N(CC(=O)OCC)CC(=O)OCC